(S)-4-(sec-butylamino)-2-((2-methoxy-4-(2-oxopyrrolidin-1-yl)phenyl)amino)-7H-pyrrolo[2,3-d]pyrimidine-5-carbonitrile [C@H](C)(CC)NC=1C2=C(N=C(N1)NC1=C(C=C(C=C1)N1C(CCC1)=O)OC)NC=C2C#N